4-amino-2-methylpentanoate hydrochloride Cl.NC(CC(C(=O)O)C)C